ClC=1C=C(C=C(C1)C1CNC(CO1)=S)[C@@H]1COCCN1C(C=C)=O 1-((3R)-3-(3-chloro-5-(5-thioxomorpholin-2-yl)phenyl)morpholino)prop-2-en-1-one